4-(5-(3-ethoxy-4-methoxy-2-(trifluoromethyl)phenyl)pyridin-3-yl)-1,2-oxaborol-2-ol C(C)OC=1C(=C(C=CC1OC)C=1C=C(C=NC1)C=1CB(OC1)O)C(F)(F)F